4-(4-fluorophenyl)pyridin-2-amine FC1=CC=C(C=C1)C1=CC(=NC=C1)N